(2-(hydroxymethyl)-8-methoxy-[1,2,4]triazolo[1,5-a]pyridin-6-yl)boronic acid OCC1=NN2C(C(=CC(=C2)B(O)O)OC)=N1